N-(2,2-difluoroethyl)-1'-((3-fluoro-4-oxo-4,5-dihydropyrrolo[1,2-a]quinoxalin-7-yl)methyl)-3'-methyl-1',2',3',6'-tetrahydro-[3,4'-bipyridine]-6-carboxamide FC(CNC(=O)C1=CC=C(C=N1)C=1C(CN(CC1)CC=1C=C2NC(C=3N(C2=CC1)C=CC3F)=O)C)F